2-bromo-N-hydroxybenzoamide BrC1=C(C(=O)NO)C=CC=C1